FC(C=1C=C(C=C(C1)C(F)(F)F)B(C1=C(C=C(C=C1F)F)Cl)C1=CC(=CC(=C1)C(F)(F)F)C(F)(F)F)(F)F bis(3,5-bis(trifluoromethyl)phenyl)(2-chloro-4,6-difluorophenyl)borane